FC=1C=C(C=CC1N1C(C(CCC1)NC(=O)NC1=CC=C(C=C1)OC)=O)C1=C(C=CC=C1)S(=O)(=O)C (1-(3-fluoro-2'-(methylsulfonyl)-[1,1'-biphenyl]-4-yl)-2-oxopiperidin-3-yl)-3-(4-methoxyphenyl)urea